OC1=C(C=C(C=C1)CC(=O)C1=CC(=C(C(=C1)OC)OC)OC)OC 2-(4-hydroxy-3-methoxyphenyl)-1-(3,4,5-trimethoxyphenyl)ethan-1-one